N-(4-((5-(benzyloxy)-3-fluoro-2-(o-tolyl)-1H-indol-1-yl)methyl)phenethyl)-3-fluoropropan-1-amine C(C1=CC=CC=C1)OC=1C=C2C(=C(N(C2=CC1)CC1=CC=C(CCNCCCF)C=C1)C1=C(C=CC=C1)C)F